FC=1C(=C(C2=CC=CC=C2C1)CN)F difluoro-aminomethylnaphthalene